C(C)([2H])([2H])OC(=O)C(CCCCC)CC Octane-6-carboxylic acid (1,1-2H2)-ethyl ester